(S)-2-amino-3-(4-(5-(2,3-dihydrobenzo[b][1,4]dioxin-6-yl)-1,2,4-oxadiazol-3-yl)phenyl)propanoic acid N[C@H](C(=O)O)CC1=CC=C(C=C1)C1=NOC(=N1)C1=CC2=C(OCCO2)C=C1